(E)-3-((3-(but-3-en-1-yl)-2-methyl-7-(methylthio)-1,1-dioxido-5-phenyl-2,3,4,5-tetrahydrobenzo[f][1,2,5]thiadiazepin-8-yl)oxy)acrylic acid C(CC=C)C1N(S(C2=C(N(C1)C1=CC=CC=C1)C=C(C(=C2)O/C=C/C(=O)O)SC)(=O)=O)C